ClC1=C(C=CC=C1Cl)C1=NC=C2N1C=CN=C2N2CCC1(CC2)[C@@H](C2=CC=CC=C2C1)N (S)-1'-(3-(2,3-dichlorophenyl)imidazo[1,5-a]pyrazin-8-yl)-1,3-dihydrospiro[indene-2,4'-piperidine]-1-amine